[1,4]Dioxetane O1CCO1